CC=1N=C(SC1C(=O)OCCC)NC(CCNC(=O)C1=NC(=CC=C1)C1=NOC(=N1)C)=O Propyl 4-methyl-2-(3-{[6-(5-methyl-1,2,4-oxadiazol-3-yl)pyridin-2-yl]formamido}propanamido)-1,3-thiazole-5-carboxylate